1-(m-tolyl)-1H-pyrazole-4-carbaldehyde C1(=CC(=CC=C1)N1N=CC(=C1)C=O)C